(S)-3-((t-butyldimethylsilyl)oxy)-1-(5-(3,5-dimethylisoxazol-4-yl)-1-((R)-tetrahydrofuran-3-yl)-1H-benzo[d]imidazol-2-yl)propylcarbamate [Si](C)(C)(C(C)(C)C)OCC[C@@H](C1=NC2=C(N1[C@H]1COCC1)C=CC(=C2)C=2C(=NOC2C)C)NC([O-])=O